tert-butyl [2-(4-hydroxyphenyl)ethyl]carbamate OC1=CC=C(C=C1)CCNC(OC(C)(C)C)=O